5-{[(3R)-1-(tert-butoxycarbonyl)piperidin-3-yl]amino}pyridine-2-carboxylate C(C)(C)(C)OC(=O)N1C[C@@H](CCC1)NC=1C=CC(=NC1)C(=O)[O-]